N-[3-[2-(difluoromethoxy)-5-isopropylsulfanyl-phenyl]-1-[2-[4-[4-(oxetan-3-yl)piperazin-1-yl]-1-piperidyl]-2-oxo-ethyl]pyrazol-4-yl]pyrazolo[1,5-a]pyrimidine-3-carboxamide FC(OC1=C(C=C(C=C1)SC(C)C)C1=NN(C=C1NC(=O)C=1C=NN2C1N=CC=C2)CC(=O)N2CCC(CC2)N2CCN(CC2)C2COC2)F